FC1=CC=C(C(=O)N[C@H](C(=O)O)CC2=CNC3=CC=CC=C23)C=C1 (S)-2-(4-fluorobenzamido)-3-(1H-indol-3-yl)propionic acid